3-(3,5-bis(trifluoromethyl)phenyl)-4,4-dimethoxy-1-(4-methoxyphenyl)butan-1-one FC(C=1C=C(C=C(C1)C(F)(F)F)C(CC(=O)C1=CC=C(C=C1)OC)C(OC)OC)(F)F